C(C)(C)C1=CC=NC=C1 4-isopropyl-pyridine